2-(3-cyanophenyl)-3-(2,6-dimethyl-4-pyridyl)-N-[(1-methyl-2-oxo-3-piperidyl)methyl]pyrazolo[1,5-a]pyrimidine-5-carboxamide C(#N)C=1C=C(C=CC1)C1=NN2C(N=C(C=C2)C(=O)NCC2C(N(CCC2)C)=O)=C1C1=CC(=NC(=C1)C)C